C(#N)C=1C2=C(SC1NC(=O)C1CC(C1)C(=O)OC)CCCC2 methyl (1r,3r)-3-((3-cyano-4,5,6,7-tetrahydrobenzo[b]thiophen-2-yl) carbamoyl)cyclobutane-1-carboxylate